NCC(CC(=O)O)O D-4-amino-3-hydroxybutyric acid